5-acetyl-1-(4-fluorophenyl)-4,6-dimethyl-2-oxo-1,2-dihydropyridine-3-carboxylic acid C(C)(=O)C=1C(=C(C(N(C1C)C1=CC=C(C=C1)F)=O)C(=O)O)C